C(C=C)(=O)N1C(CN(CC1)C1=NC(=NC=2CC(CCC12)N1C(CC2=CC=CC=C12)C)OCCN1CCOCC1)CC#N 2-(1-acryloyl-4-(7-(2-methylindolin-1-yl)-2-(2-morpholinoethoxy)-5,6,7,8-tetrahydroquinazolin-4-yl)piperazin-2-yl)acetonitrile